CN(C(C)=O)[C@@H](C1=CC(=CC=C1)N1C(C2=CC(=CC(=C2C1)C(F)(F)F)CNC1(CCC1)C)=O)C1=NN=CN1C (S)-N-methyl-N-((4-methyl-4H-1,2,4-triazol-3-yl)(3-(6-(((1-methylcyclobutyl)amino)methyl)-1-oxo-4-(trifluoromethyl)isoindolin-2-yl)phenyl)methyl)acetamide